(E)-N-(2,4-difluorophenyl)-4-(4-(6-methoxynaphthalen-2-yl)pent-3-en-1-yl)piperazine-1-carboxamide FC1=C(C=CC(=C1)F)NC(=O)N1CCN(CC1)CC\C=C(/C)\C1=CC2=CC=C(C=C2C=C1)OC